C12CN(CC2NC1)C(=O)C=1C2=C(N(N1)CC(=O)N1CCN(CC1)C1=C(C(=CC=C1)C)C)CCC2 2-[3-(3,6-Diazabicyclo[3.2.0]heptan-3-carbonyl)-5,6-dihydrocyclopenta[c]pyrazol-1(4H)-yl]-1-[4-(2,3-dimethylphenyl)piperazin-1-yl]ethan-1-on